N=1ON=C2C1C=CC(=C2)COC2=C(CN[C@H](CO)C(=O)O)C=C(C(=C2)OCC=2C(=C(C=CC2)C2=CC(=CC=C2)OCCCO)Br)Cl (2-(benzo[c][1,2,5]oxadiazol-5-ylmethoxy)-4-((2-bromo-3'-(3-hydroxypropoxy)-[1,1'-biphenyl]-3-yl)methoxy)-5-chlorobenzyl)-D-serine